4-(hydroxymethyl)-N-(5-{1-[4-(trifluoromethyl)phenyl]-1H-pyrazol-4-yl}-1H-indol-3-yl)cyclohexane-1-carboxamide OCC1CCC(CC1)C(=O)NC1=CNC2=CC=C(C=C12)C=1C=NN(C1)C1=CC=C(C=C1)C(F)(F)F